(3-fluorophenyl)-((5-(4-fluorophenyl)thiophen-2-yl)methyl)furan-2-carboxamide FC=1C=C(C=CC1)C=1C(=C(OC1)C(=O)N)CC=1SC(=CC1)C1=CC=C(C=C1)F